COCC1(COC1)COC 3,3-bis(methoxymethyl)oxetane